3-(5-(azetidine-1-carbonyl)pyridin-3-yl)-3-(5-(2-(5,6,7,8-tetrahydro-1,8-naphthyridin-2-yl)ethoxy)-1H-indazol-1-yl)propanoic acid N1(CCC1)C(=O)C=1C=C(C=NC1)C(CC(=O)O)N1N=CC2=CC(=CC=C12)OCCC1=NC=2NCCCC2C=C1